Cl.CONC(CC)CC N-methyloxypentan-3-amine hydrochloride